BrC1=NC(=C(C2=C1CCC2)Br)\C=N/S(=O)C(C)(C)C (Z)-N-((1,4-dibromo-6,7-dihydro-5H-cyclopenta[c]pyridin-3-yl)methylene)-2-methylpropane-2-sulfinamide